C(C)OC(=O)C1=CC=C(O1)B(O)O (5-(ethoxycarbonyl)furan-2-yl)boronic acid